2-benzyl-N-(8-fluoro-3-quinolyl)-3-(trifluoromethyl)but-3-enamide C(C1=CC=CC=C1)C(C(=O)NC=1C=NC2=C(C=CC=C2C1)F)C(=C)C(F)(F)F